O1CCOC2=NC=C(C=C21)S(=O)(=O)N2CC1=C(C2)CN(C1)C(C(C1=CC=CC2=C1N=C(O2)C)OC)=O 1-(5-[2H,3H-[1,4]dioxino[2,3-b]pyridine-7-sulfonyl]-1H,2H,3H,4H,5H,6H-pyrrolo[3,4-c]pyrrol-2-yl)-2-methoxy-2-(2-methyl-1,3-benzoxazol-4-yl)ethan-1-one